zinc α-naphthoate C1(=CC=CC2=CC=CC=C12)C(=O)[O-].[Zn+2].C1(=CC=CC2=CC=CC=C12)C(=O)[O-]